C(CCCC)S(=O)(=O)[O-].[Ni+2].C(CCCC)S(=O)(=O)[O-] nickel(II) pentanesulfonate